(5-methyl-2-(tert-butyl 4,4,5,5-tetramethyl-1,3,2-dioxaborolan-2-yl)phenyl)carbamate CC=1C=CC(=C(C1)NC([O-])=O)B1OC(C(O1)(C)C)(CC(C)(C)C)C